C12C3C4C5C(C(C3C(C=C1)C2)C4)C(=O)OC5=O tetracyclo[6.2.1.13,6.02,7]dodeca-9-ene-4,5-dicarboxylic anhydride